N1(N=NC=C1)CCN1N=CC=C1 1-(2-[1,2,3]Triazol-1-yl-ethyl)-1H-pyrazol